NCC12CC3C(C(CC(C1)C3)C2)NC=2C(=NC(=CC2)N2CC(OC(C2)C)C)C N-(5-(aminomethyl)adamantan-2-yl)-6-(2,6-dimethylmorpholino)-2-methylpyridin-3-amine